ClC1=CC(=C(C=C1)NC(CSC=1OC(=NN1)C1=NNC(C1)(C(F)(F)F)C1=CC(=CC(=C1)Cl)Cl)=O)C N-(4-chloro-2-methylphenyl)-2-((5-(5-(3,5-dichlorophenyl)-5-(trifluoromethyl)-4,5-dihydro-1H-pyrazol-3-yl)-1,3,4-oxadiazol-2-yl)thio)acetamide